BrC1=CC=C(C=C1)NNC(=O)C=1C(=NN(C1)C=1SC=CN1)C N'-(4-bromophenyl)-3-methyl-1-(thiazol-2-yl)-1H-pyrazole-4-carbohydrazide